2,2,2-trifluoro-N-(4-((4-phenethyl-4-(pyridin-2-yl)piperidin-1-yl)methyl)phenyl)acetamide FC(C(=O)NC1=CC=C(C=C1)CN1CCC(CC1)(C1=NC=CC=C1)CCC1=CC=CC=C1)(F)F